O1CCN(CC1)C1=C2NC=NC2=NC(=N1)C1=CC=C(C=C1)NC(N)=O 3-(4-(6-morpholino-7H-purin-2-yl)phenyl)urea